ClC1=CC(=C(C=2N1C=CN2)C(=O)NC2=NC(=NC(=C2)C)N2CCC(CC2)(F)F)N2CCC1(CC1)CC2 5-chloro-N-(2-(4,4-difluoropiperidin-1-yl)-6-methylpyrimidin-4-yl)-7-(6-azaspiro[2.5]octane-6-yl)imidazo[1,2-a]pyridine-8-carboxamide